exo-6-(4-(3-oxa-9-azabicyclo[3.3.1]nonan-2-yl)-6-chloropyridin-2-yl)-N-methylpyrimidine-4-carboxamide C12C(OCC(CCC1)N2)C2=CC(=NC(=C2)Cl)C2=CC(=NC=N2)C(=O)NC